O1C2=C(OCC1)C=C1C3(C=CC1=C2)CCC2(CC3)OCCO2 dihydro-dispiro[[1,3]dioxolane-2,1'-cyclohexane-4',6''-indeno[5,6-b][1,4]dioxin]